C(CCCCCCCCCCC)NCCCS(=O)(=O)[O-].[Na+] sodium 3-(dodecylamino)-propane-1-sulfonate